N-(4-(4-aminobutoxy)phenyl)-4-(((3R,4R)-1-(2-cyanoacetyl)-4-methylpiperidin-3-yl)(methyl)amino)-7H-pyrrolo[2,3-d]pyrimidine-7-carboxamide hydrochloride Cl.NCCCCOC1=CC=C(C=C1)NC(=O)N1C=CC2=C1N=CN=C2N(C)[C@H]2CN(CC[C@H]2C)C(CC#N)=O